C(CC\C=C/CC)O cis-Hept-4-enol